NC1=C(C(=CC(=C1)N)C)C 3,5-diamino-ortho-xylene